4-fluoro-1-methyl-2,3-dihydro-1H-isoindole FC1=C2CNC(C2=CC=C1)C